(2S)-10-((5-Chloro-2-(4,4-difluoro-3-hydroxy-5-methylpiperidin-1-yl)pyrimidin-4-yl)amino)-2-cyclopropyl-3,3-difluoro-7-methyl-1,2,3,4-tetrahydro-[1,4]oxazepino[2,3-c]chinolin-6(7H)-on ClC=1C(=NC(=NC1)N1CC(C(C(C1)C)(F)F)O)NC1=CC=2C3=C(C(N(C2C=C1)C)=O)OCC([C@@H](N3)C3CC3)(F)F